pyrrolo-pyrimidine triphosphate OP(O)(=O)OP(=O)(O)OP(=O)(O)O.N1C=NC=C2C1=CC=N2